3-(tert-butyl)-1-phenyl-1H-pyrazole-5-carboxylic acid C(C)(C)(C)C1=NN(C(=C1)C(=O)O)C1=CC=CC=C1